N-(p-benzyl-phenyl)acrylamide C(C1=CC=CC=C1)C1=CC=C(C=C1)NC(C=C)=O